5-fluoro-4-[4-methyl-5-oxo-3-(prop-2-yl)-4,5-dihydro-1H-1,2,4-triazol-1-yl]-2-{[(2S)-1,1,1-trifluoropropan-2-yl]oxy}benzoic acid FC=1C(=CC(=C(C(=O)O)C1)O[C@H](C(F)(F)F)C)N1N=C(N(C1=O)C)C(C)C